3'-deoxyuridine-2'-phosphate P(=O)(O)(O)O[C@H]1[C@@H](O[C@@H](C1)CO)N1C(=O)NC(=O)C=C1